OC1=C(C=C(C=C1C)C1=CC=C(C=C1)C1=CC(=C(C(=C1)C)O)C)C 1,4-bis(4-hydroxy-3,5-dimethylphenyl)benzene